C(C)(C)(C)OC(=O)N1N=C(C2=CC=C(C=C12)[C@@H]1C[C@@]12C(N(C1=CC=C(C=C21)OC)C(=O)OC(C)(C)C)=O)NC=2C(=NC(=CC2)C(=O)N2CCOCC2)OC tert-butyl (1R,2S)-2-[1-tert-butoxycarbonyl-3-[[2-methoxy-6-(morpholine-4-carbonyl)-3-pyridyl]amino]indazol-6-yl]-5'-methoxy-2'-oxo-spiro[cyclopropane-1,3'-indoline]-1'-carboxylate